tert-butyl (2S,6R)-4-((S)-11-chloro-3-methoxy-6-oxo-10-(trifluoromethyl)-3,4-dihydro-2H,6H-[1,4]thiazepino[2,3,4-ij]quinazolin-8-yl)-2,6-dimethylpiperazine-1-carboxylate ClC1=C(C=C2C(=NC(N3C2=C1SC[C@H](C3)OC)=O)N3C[C@@H](N([C@@H](C3)C)C(=O)OC(C)(C)C)C)C(F)(F)F